5-FLUORO-6-METHOXYPICOLINALDEHYDE FC=1C=CC(=NC1OC)C=O